C(C)NS(=O)(=O)C1=C(C=CC(=C1)CO)C1=CN=C(S1)C1CCCCC1 4-[5-[2-(ethylsulfamoyl)-4-(hydroxymethyl)phenyl]Thiazol-2-yl]Cyclohexane